IC=1C=C(C=CC1OCOC)C(C(=O)O)C 3-iodo-4-(methoxymethoxy)phenylpropionic acid